C(C1=CC=CC=C1)OC=1C=CC(=C(C1)C(C)OCC(=O)OC(C)(C)C)Br tert-butyl 2-(1-(5-(benzyloxy)-2-bromophenyl)ethoxy)acetate